(2R,3R)-3-(3-methoxyphenyl)-N,N,2-trimethyl-pentylamine COC=1C=C(C=CC1)[C@@H]([C@H](CN(C)C)C)CC